4-(((6-((6-cyclopropylimidazo[1,2-a]pyridin-2-yl)methoxy)pyrimidin-4-yl)amino)methyl)-3,5-dimethylbenzimidamide formic acid salt C(=O)O.C1(CC1)C=1C=CC=2N(C1)C=C(N2)COC2=CC(=NC=N2)NCC2=C(C=C(C(N)=N)C=C2C)C